(1R,4R)-5-(3-(2-methoxyethyl)-5-(3-(m-tolyl)-1H-pyrazol-1-yl)-3H-imidazo[4,5-b]pyridin-7-yl)-2-oxa-5-azabicyclo[2.2.1]heptane COCCN1C=NC=2C1=NC(=CC2N2[C@H]1CO[C@@H](C2)C1)N1N=C(C=C1)C=1C=C(C=CC1)C